tert-Butyl(1-((1R,4r)-4-(((2S,4R)-2-methyl-1-propionyl-1,2,3,4-tetrahydroquinolin-4-yl)amino)cyclohexane-1-carbonyl)azetidin-3-yl)carbamate C(C)(C)(C)OC(NC1CN(C1)C(=O)C1CCC(CC1)N[C@@H]1C[C@@H](N(C2=CC=CC=C12)C(CC)=O)C)=O